6-(3-(3-((1-(3-cyano-4-fluorophenyl)cyclopropyl)amino)propanoyl)-3,8-diazabicyclo[3.2.1]octan-8-yl)nicotinonitrile formic acid salt C(=O)O.C(#N)C=1C=C(C=CC1F)C1(CC1)NCCC(=O)N1CC2CCC(C1)N2C2=NC=C(C#N)C=C2